ClC1=C(C=CC(=C1)F)CC(=O)NC1=CC(=NC=C1)N(C(C)=O)C1=CC(=C(C=C1)S(=O)(=O)C)Cl N-{4-[2-(2-chloro-4-fluorophenyl)acetamido]pyridin-2-yl}-N-[3-chloro-4-(methylsulfonyl)phenyl]acetamide